C(C)(C)(C)OC(N(C)CC1=C(C=CC=C1)CC(=O)Cl)=O N-[[2-(2-chloro-2-oxo-ethyl)phenyl]methyl]-N-methyl-carbamic acid tert-butyl ester